1-benzyl-4-(2-ethyloxyethyl)-1H-pyrazole-3-carboxylic acid ethyl ester C(C)OC(=O)C1=NN(C=C1CCOCC)CC1=CC=CC=C1